ClC1=CC(=C(OC2=NC=C(C=C2C(=O)NC2=CC(=CC=C2)S(=O)(=O)C)C(F)(F)F)C=C1)OC 2-(4-chloro-2-methoxy-phenoxy)-N-(3-methylsulfonylphenyl)-5-(trifluoromethyl)pyridine-3-carboxamide